2-((1s,3s)-4'-chloro-3-methoxyspiro[cyclobutane-1,5'-pyrrolo[2,3-d]pyrimidin]-7'(6'H)-yl)isonicotinonitrile ClC=1C2=C(N=CN1)N(CC21CC(C1)OC)C=1C=C(C#N)C=CN1